(S)-1'-(5-((3-amino-2-chlorophenyl)thio)pyrazin-2-yl)-5,7-dihydrospiro[cyclopenta[b]pyridine-6,4'-piperidin]-5-amine NC=1C(=C(C=CC1)SC=1N=CC(=NC1)N1CCC2(CC1)[C@@H](C=1C(=NC=CC1)C2)N)Cl